O[C@@H](CN1[C@H]2[C@@](CCC1)(CCC2)COC=2N=C(C1=C(N2)C(=C(N=C1)C1=CC(=CC2=CC=C(C(=C12)C#C)F)O)F)N1CCOCCC1)C 4-(2-{[(4aS,7aR)-1-[(2R)-2-hydroxypropyl]-octahydro-1H-cyclopenta[b]pyridin-4a-yl]methoxy}-8-fluoro-4-(1,4-oxazepan-4-yl)pyrido[4,3-d]pyrimidin-7-yl)-5-ethynyl-6-fluoronaphthalen-2-ol